NC1=C(C(=NC(=N1)CC1=CC=C(C=C1)OC)OCCO)OC1=C(C=CC=C1)OC 2-((6-Amino-2-(4-methoxybenzyl)-5-(2-methoxyphenoxy)pyrimidin-4-yl)oxy)ethan-1-ol